FC1=C(C(=O)NC2=CC(=CC=C2)S(N)(=O)=O)C(=CC=C1C(F)(F)F)C1CCOC2=CC=C(C=C12)OC(F)(F)F 2-fluoro-N-(3-sulfamoylphenyl)-3-(trifluoromethyl)-6-(6-(trifluoromethoxy)chroman-4-yl)benzamide